CC1=C(C=C(C=C1)C)N1CCN(CC1)S(=O)(=O)C1=CC=CS1 5-((4-(2,5-dimethylphenyl)piperazin-1-yl)sulfonyl)thiophene